N,N'-bis(2,6-dimethoxy-4-hydroxyphenyl)oxamide COC1=C(C(=CC(=C1)O)OC)NC(=O)C(=O)NC1=C(C=C(C=C1OC)O)OC